ClC1=NC2=CC(=CC=C2C(=C1)C1=C(C=CC=C1)C)O[C@@H](C(=O)OCC)C ethyl (2R)-2-[[2-chloro-4-(o-tolyl)-7-quinolyl]oxy]propanoate